NN1C(NN=C1C1=CC=C(C=C1)F)=S 4-amino-5-(4-fluorophenyl)-2H-1,2,4-triazole-3-thione